C(CCCCCCCCCCCCCC)(=O)OCCCCCCCCCCCCCCCCCCCCCC behenyl pentadecylate